6-(((3S)-5-(((R)-1-(1H-pyrrolo[3,2-c]pyridin-2-yl)ethyl)carbamoyl)-1-((phenoxathiine-3-carbonyl)glycyl)pyrrolidin-3-yl)methoxy)hexanoic acid N1C(=CC=2C=NC=CC21)[C@@H](C)NC(=O)C2C[C@@H](CN2C(CNC(=O)C=2C=CC=1SC3=CC=CC=C3OC1C2)=O)COCCCCCC(=O)O